(dimethylamino)propan-1-ol CN(C)C(CC)O